1'-(4-Iodophenyl)-3'-methyl-2-(3-methylbut-2-enoyl)-2H-spiro[phthalazine-1,4'-pyrazol]-5'(1'H)-one IC1=CC=C(C=C1)N1N=C(C2(C1=O)N(N=CC1=CC=CC=C12)C(C=C(C)C)=O)C